2-(4-bromo-phenyl)-benzoxazole BrC1=CC=C(C=C1)C=1OC2=C(N1)C=CC=C2